(trans-2',3'-dichloro-5-(4-methylpent-3-en-1-yl)-1,2,3,6-tetrahydro-[1,1'-biphenyl]-2-yl)(2,6-dihydroxyphenyl)methanone ClC1=C(C=CC=C1Cl)[C@H]1[C@@H](CC=C(C1)CCC=C(C)C)C(=O)C1=C(C=CC=C1O)O